3-chloro-4-[(1R)-1-(2,4-dichlorophenyl)ethoxy]-6-fluoro-2-methylpyridine ClC=1C(=NC(=CC1O[C@H](C)C1=C(C=C(C=C1)Cl)Cl)F)C